tetrabutyl-tin dilaurate C(CCCCCCCCCCC)(=O)O.C(CCCCCCCCCCC)(=O)O.C(CCC)[Sn](CCCC)(CCCC)CCCC